(1-ethyl-2-benzimidazolyl)coumarin C(C)N1C(=NC2=C1C=CC=C2)C=2C(OC1=CC=CC=C1C2)=O